(2S)-2-[3-(difluoromethoxy)phenyl]-N-[5-[[(3R)-1-(6-fluoropyridazin-3-yl)pyrrolidin-3-yl]amino]-1,3,4-thiadiazol-2-yl]-2-methoxy-acetamide FC(OC=1C=C(C=CC1)[C@@H](C(=O)NC=1SC(=NN1)N[C@H]1CN(CC1)C=1N=NC(=CC1)F)OC)F